CCCOC1=CC=C(C=C1)OCCC 1,4-di-n-propoxybenzene